diethylphosphoryl-thiocholine iodide [I-].C(C)P(=O)(CC)SCC[N+](C)(C)C